(R)-N-((S)-1'-(4-amino-1-methyl-6-oxo-1,6-dihydropyrimidin-2-yl)-5-((trimethylsilyl)ethynyl)-1,3-dihydrospiro[indene-2,4'-piperidin]-1-yl)-2-methylpropane-2-sulfinamide NC=1N=C(N(C(C1)=O)C)N1CCC2(CC1)[C@@H](C1=CC=C(C=C1C2)C#C[Si](C)(C)C)N[S@](=O)C(C)(C)C